tert-butyl (4-([1,2,4]triazolo[1,5-a]pyridin-7-yloxy)-2-fluoro-3-methylphenyl)carbamate N=1C=NN2C1C=C(C=C2)OC2=C(C(=C(C=C2)NC(OC(C)(C)C)=O)F)C